4-(((6-((6-chloroimidazo[1,2-a]pyridin-2-yl)methoxy)pyrimidin-4-yl)amino)methyl)-3,5-dimethylbenzonitrile ClC=1C=CC=2N(C1)C=C(N2)COC2=CC(=NC=N2)NCC2=C(C=C(C#N)C=C2C)C